tert-butyl (1-(5-(1-(((2S,6R)-4-(8-cyanoquinolin-5-yl-2-d)-6-methylmorpholin-2-yl)methyl)azetidin-3-yl)pyridin-2-yl)-3-methylazetidin-3-yl)carbamate C(#N)C=1C=CC(=C2C=CC(=NC12)[2H])N1C[C@@H](O[C@@H](C1)C)CN1CC(C1)C=1C=CC(=NC1)N1CC(C1)(C)NC(OC(C)(C)C)=O